NC1=C(N=C(C(=N1)NCCNC(OC(C)(C)C)=O)Br)C1=C(C(=CC=C1)Cl)Cl tert-butyl (2-((6-amino-3-bromo-5-(2,3-dichlorophenyl)pyrazin-2-yl)amino)ethyl)carbamate